C[C@@H]1CC2=NN3C(C(N(C[C@H]3C(NC)=O)[C@@H](C)C3=CC=C(C=C3)S(=O)(=O)C)=O)=C2CN1C(=O)OC(C)(C)C tert-Butyl (3R,7S)-3-methyl-7-(methylcarbamoyl)-9-((S)-1-(4-(methylsulfonyl) phenyl) ethyl)-10-oxo-3,4,7,8,9,10-hexahydropyrido[4',3':3,4]pyrazolo[1,5-a]pyrazine-2(1H)-carboxylate